2,2'-tetramethylene-bis-(2-oxazoline) O1C(=NCC1)CCCCC=1OCCN1